(2S,4R)-1-[(2S)-2-(4-cyclopropyltriazol-1-yl)-3,3-dimethyl-butanoyl]-4-hydroxy-N-[[4-(4-methylthiazol-5-yl)phenyl]methyl]pyrrolidine-2-carboxamide C1(CC1)C=1N=NN(C1)[C@H](C(=O)N1[C@@H](C[C@H](C1)O)C(=O)NCC1=CC=C(C=C1)C1=C(N=CS1)C)C(C)(C)C